ClC1=CC=C2C(NC(=NC2=C1Cl)NC1=CC(=CC(=C1)F)F)=O 7,8-dichloro-2-((3,5-difluorophenyl)amino)quinazoline-4(3H)-One